2-[(2S)-2-{[2-(1H-1,3-benzodiazol-2-yl)ethyl]amino}propyl]-N-[(3-fluoropyridin-2-yl)methyl]-[1,3]thiazolo[5,4-d]pyrimidin-7-amine N1C(=NC2=C1C=CC=C2)CCN[C@H](CC=2SC=1N=CN=C(C1N2)NCC2=NC=CC=C2F)C